C(C)C1=C(C=C(C(=O)C2=CC=C(C=C2)CC)C=C1)C(=O)C1=CC=CC=C1 4,4'-diethyl-isophthalophenone